diphenyl-malonic acid dipentyl ester C(CCCC)OC(C(C(=O)OCCCCC)(C1=CC=CC=C1)C1=CC=CC=C1)=O